1-((3-chloro-1-(pyridin-2-yl)-1H-pyrrolo[2,3-b]pyridin-4-yl)methyl)-3-(4-methoxy-3-(pentyloxy)phenyl)tetrahydropyrimidin-2(1H)-one ClC1=CN(C2=NC=CC(=C21)CN2C(N(CCC2)C2=CC(=C(C=C2)OC)OCCCCC)=O)C2=NC=CC=C2